N-[3-fluoro-4-[(6-methoxy-7-methyl-1,5-naphthyridin-4-yl)oxy]phenyl]-5-(4-fluorophenyl)-4-hydroxy-2,6-dimethylpyridine-3-carboxamide FC=1C=C(C=CC1OC1=CC=NC2=CC(=C(N=C12)OC)C)NC(=O)C=1C(=NC(=C(C1O)C1=CC=C(C=C1)F)C)C